(R)-N-(1H-indol-3-yl)-4-(trifluoromethyl)benzenesulfonamide N1C=C(C2=CC=CC=C12)NS(=O)(=O)C1=CC=C(C=C1)C(F)(F)F